NCC1(CCN(CC1)C1=CN=C2C(=N1)NN=C2C2=C(C=CC=C2)Cl)O 4-(aminomethyl)-1-(3-(2-chlorophenyl)-1H-pyrazolo[3,4-b]-pyrazin-6-yl)-piperidin-4-ol